ClC=1C=CC(=C(C1)C1=C(C(=CC=C1)C(=O)OC)C#N)OCCN1C(=NC2=CC(=CC(=C2C1=O)C#N)C(F)(F)F)C methyl 5'-chloro-2-cyano-2'-(2-(5-cyano-2-methyl-4-oxo-7-(trifluoromethyl) quinazolin-3(4H)-yl) ethoxy)-[1,1'-biphenyl]-3-carboxylate